2-cyclohexyl-2-(3,4,4-trimethylpentyl)-1,3-dimethoxypropane C1(CCCCC1)C(COC)(COC)CCC(C(C)(C)C)C